2-((4-(4-chlorophenyl)-3-cyano-5,6,7,8-tetrahydronaphthalen-2-yl)thio)-2-phenylacetic acid ClC1=CC=C(C=C1)C1=C(C(=CC=2CCCCC12)SC(C(=O)O)C1=CC=CC=C1)C#N